N-((1-benzyl-1H-indol-4-yl)methyl)cyclopropylamine C(C1=CC=CC=C1)N1C=CC2=C(C=CC=C12)CNC1CC1